C1(CC1)OC=1C=C(C=CC1)C1=CC(=NN1C1=C(C=CC(=C1)Cl)Cl)C(=O)OC Methyl 5-(3-cyclopropoxyphenyl)-1-(2,5-dichlorophenyl)-1H-pyrazole-3-carboxylate